2-(4-amino-5-fluoro-7H-pyrrolo[2,3-d]pyrimidin-7-yl)hexahydro-2H-cyclopenta[b]furan-3,3a-diol NC=1C2=C(N=CN1)N(C=C2F)C2C(C1(C(O2)CCC1)O)O